2-(2,4-Difluorophenyl)-6,7-dihydro-5H-pyrazolo[5,1-b][1,3]thiazine-3-carboxylic acid FC1=C(C=CC(=C1)F)C1=NN2C(SCCC2)=C1C(=O)O